quinazolin-5(1H)-one N1C=NC=C2C(C=CC=C12)=O